OC1=C(C(C(=O)[O-])=CC=C1O)C(=O)[O-] 3,4-Dihydroxyphthalate